FC1=C(C=CC(=C1)OCC(F)(F)F)B(O)O (2-fluoro-4-(2,2,2-trifluoroethoxy)phenyl)boronic acid